2-(8-bromo-2-chloroquinazolin-4-yl)propanedinitrile BrC=1C=CC=C2C(=NC(=NC12)Cl)C(C#N)C#N